COC=1C=C2C(=CC=NC2=CC1OC)OC1=C(C=C(C=C1)N(C(=O)C1(CC1)C(=O)N)C1=CC=C(C=C1)F)F N-(4-((6,7-dimethoxyquinolin-4-yl)oxy)-3-fluorophenyl)-N-(4-fluorophenyl)cyclopropane-1,1-dicarboxamide